C(CCCCCCC)N(C[C@H](O)[C@@H](O)[C@H](O)[C@H](O)CO)C N-octyl-N-methyl-glucamine